CC=1SC=C(N1)CC1CCC(CC1)C=O [4-[(2-methyl-1,3-thiazol-4-yl)methyl]cyclohexyl]methanone